(2R,4S)-1-(tert-butoxycarbonyl)-4-(3-cyanophenyl)pyrrolidine-2-carboxylic acid C(C)(C)(C)OC(=O)N1[C@H](C[C@H](C1)C1=CC(=CC=C1)C#N)C(=O)O